tert-butyl 4-(4-(5-(2-((tert-butoxycarbonyl)amino)pyridin-4-yl)-2-methyl-3H-imidazo[4,5-b]pyridin-3-yl)-2-(trifluoromethyl)phenyl)piperazine-1-carboxylate C(C)(C)(C)OC(=O)NC1=NC=CC(=C1)C1=CC=C2C(=N1)N(C(=N2)C)C2=CC(=C(C=C2)N2CCN(CC2)C(=O)OC(C)(C)C)C(F)(F)F